2-[2-[3-(4-Tert-butylphenyl)prop-2-enoyl]-5-pent-2-en-3-yloxyphenoxy]acetic acid C(C)(C)(C)C1=CC=C(C=C1)C=CC(=O)C1=C(OCC(=O)O)C=C(C=C1)OC(=CC)CC